tert-butyl N-methyl-N-[3-(trifluoromethyl)-4,5,6,7-tetrahydrobenzothiophen-6-yl]carbamate CN(C(OC(C)(C)C)=O)C1CC2=C(C(=CS2)C(F)(F)F)CC1